4-isopropyl-1-phenyl-1H-imidazole C(C)(C)C=1N=CN(C1)C1=CC=CC=C1